BrC1=C(C(=NC(=C1)C)NC(C)=O)Cl N-(4-bromo-3-chloro-6-methylpyridin-2-yl)acetamide